C(CCCCCCCCCCCCCCCCCC=CCC=CC)(=O)O Tetracosa-19,22-dienoic acid